6-[3-[(2S)-2-[(tert-butoxycarbonyl)amino]-4-carbamoylbutoxy]-2-fluoro-5-methylphenyl]hexanoic acid C(C)(C)(C)OC(=O)N[C@H](COC=1C(=C(C=C(C1)C)CCCCCC(=O)O)F)CCC(N)=O